ClC=1N=C2C(=C(C(N(C2=CC1)C)=O)C#N)N1CCC(CC1)OC1=CC=C(C=C1)OC 6-Chloro-4-(4-(4-methoxyphenoxy)piperidin-1-yl)-1-methyl-2-oxo-1,2-dihydro-1,5-naphthyridin-3-carbonitril